O=C[C@H](O)[C@H](O)[C@H](O)CS 5-thioribose